BrC1=CC=C2C=C(C(C2=C1)=O)C#N 6-bromocyanoindenone